5,7-difluoro-1,2,3,4-tetrahydronaphthalen-2-one FC1=C2CCC(CC2=CC(=C1)F)=O